C(C)(C)(C)OC(NC1(CCN(CC1)C1=NC(=C(C(=N1)C#N)C1=C(C(=CC=C1)Cl)Cl)C)C)=O (1-(5-(2,3-dichlorophenyl)-4-cyano-6-methylpyrimidin-2-yl)-4-methylpiperidin-4-yl)carbamic acid tert-butyl ester